C[C@H]1N(CCOC1)C1=NC2=C(N=CC=C2C(=C1)C(=O)N)C1=NNC=C1 2-[(3R)-3-methylmorpholin-4-yl]-8-(1H-pyrazol-3-yl)-1,7-naphthyridine-4-carboxamide